NC=1C(=NN(C1)C1CCC(CC1)CN1CCC(CC1)OC1(CC(C1)OC1=C2C(=NN(C2=CC=C1)C1C(NC(CC1)=O)=O)C)C)C(F)F 3-(4-((1R,3r)-3-((1-(((1r,4R)-4-(4-amino-3-(difluoromethyl)-1H-Pyrazol-1-yl)cyclohexyl)methyl)piperidin-4-yl)oxy)-3-methylcyclobutoxy)-3-methyl-1H-indazol-1-yl)piperidine-2,6-dione